7-((1S,3S)-3-(2-Fluoro-6-methylphenyl)cyclopentyl)-3-methyl-5-((3-methylpyrazin-2-yl)methyl)pyrido[2,3-b]pyrazin-6(5H)-one FC1=C(C(=CC=C1)C)[C@@H]1C[C@H](CC1)C1=CC=2C(=NC(=CN2)C)N(C1=O)CC1=NC=CN=C1C